NC1=C2C(=NC=N1)N(N=C2C2=CC=C(C=C2)OC2=CC=CC=C2)C2CCN(CC2)C2CCN(CC2)CCCN2CCN(CC2)C=2C=C1C(N(C(C1=CC2)=O)C2C(NC(CC2)=O)=O)=O 5-(4-(3-(4-(4-amino-3-(4-phenoxyphenyl)-1H-pyrazolo[3,4-d]pyrimidin-1-yl)-[1,4'-bipiperidin]-1'-yl)propyl)piperazin-1-yl)-2-(2,6-dioxopiperidin-3-yl)isoindoline-1,3-dione